C(C)(C)(C)OC(=O)NC(C(C(=O)OC)(C)C)C(=O)OC(C)(C)C 4-(tert-Butyl) 1-methyl 3-((tert-butoxycarbonyl) amino)-2,2-dimethylsuccinate